tert-butyl (1-acetylpiperidin-4-yl)((3'-chloro-2'-(3-(5-formyl-4-methoxypicolinamido)-2-methylphenyl)-6-methoxy-[2,4'-bipyridin]-5-yl)methyl)carbamate C(C)(=O)N1CCC(CC1)N(C(OC(C)(C)C)=O)CC=1C=CC(=NC1OC)C1=C(C(=NC=C1)C1=C(C(=CC=C1)NC(C1=NC=C(C(=C1)OC)C=O)=O)C)Cl